2-chloro-4-methoxybenzo[d]oxazole ClC=1OC2=C(N1)C(=CC=C2)OC